N-((R*)-1-(2-((S)-Amino(4,4-difluorocyclohexyl)methyl)imidazo[1,2-b]pyridazin-7-yl)-2-methylallyl)-2-(3,3-difluorocyclobutyl)acetamide N[C@H](C=1N=C2N(N=CC(=C2)[C@@H](C(=C)C)NC(CC2CC(C2)(F)F)=O)C1)C1CCC(CC1)(F)F |o1:10|